3,4-dichlorophenyl-oxazoline ClC=1C=C(C=CC1Cl)C=1OCCN1